CN1N=CC(=C1)CN1C(SC=C1)=N 3-((1-methyl-1H-pyrazol-4-yl)methyl)thiazol-2(3H)-imine